7'-Fluoro-5'-(5-methyl-1,4,5,6-tetrahydropyridin-2-yl)spiro[cyclopropane-1,3'-indolin]-2'-one FC=1C=C(C=C2C3(C(NC12)=O)CC3)C=3NCC(CC3)C